Benzopyranyl-Oxocarbenium O1C(C=CC2=C1C=CC=C2)[C+]=O